ethane-1,1-d C(C)([2H])[2H]